methyl (1S,2S)-2-aminocyclopentane-1-carboxylate N[C@@H]1[C@H](CCC1)C(=O)OC